(1,3-Dimethyl-azetidin-3-yl)-[3-(4-methyl-oxazol-2-yl)-phenyl]-(4-trifluoromethoxy-phenyl)-methanol CN1CC(C1)(C)C(O)(C1=CC=C(C=C1)OC(F)(F)F)C1=CC(=CC=C1)C=1OC=C(N1)C